4-((2-fluoro-6-(trifluoromethyl)phenyl)amino)-2-((6'-methoxy-2'-methyl-2',3'-dihydro-1'H-spiro[cyclopropane-1,4'-isoquinolin]-7'-yl)amino)pyrimidine-5-carboxamide FC1=C(C(=CC=C1)C(F)(F)F)NC1=NC(=NC=C1C(=O)N)NC1=C(C=C2C3(CN(CC2=C1)C)CC3)OC